3,3'-((4-bromophenyl)methylene)bis(5-nitro-1H-pyrrolo[2,3-b]pyridine) BrC1=CC=C(C=C1)C(C1=CNC2=NC=C(C=C21)[N+](=O)[O-])C2=CNC1=NC=C(C=C12)[N+](=O)[O-]